The molecule is a cyclic tripyrrole derivative that consists of three isoindole-type units, with the connecting carbon atoms replaced by nitrogen. The parent of the class of subphthalocyanines. It is a conjugate acid of a subphthalocyaninate(2-). C1=CC=C2C(=C1)C3=NC4=C5C=CC=CC5=C(N4)N=C6C7=CC=CC=C7C(=N6)N=C2N3